C(C)(=O)C1=C(C=C(C=C1)Cl)C=1C(=NN(C(C1)=O)[C@H](C(=O)NC1=CC=C(C(=O)O)C=C1)CC1=CC=CC=C1)OC1COC1 (S)-4-(2-(4-(2-acetyl-5-chlorophenyl)-6-oxo-3-(oxetan-3-yloxy)-pyridazine-1(6H)-yl)-3-phenylpropanamido)benzoic acid